The molecule is an aspidosperma alkaloid that is (5alpha,12beta,19alpha)-2,3-didehydroaspidospermidine which is substituted at position 3 by a methoxycarbonyl group. A natural product found in several species in the Apocynaceae (dogbane) family, including Alstonia spatulata. It has a role as a plant metabolite and an antiplasmodial drug. It is an Aspidosperma alkaloid, a methyl ester, an organic heteropentacyclic compound, an organonitrogen heterocyclic compound, a tertiary amino compound and a secondary amino compound. It is a conjugate base of a (-)-vincadifformine(1+). It is an enantiomer of a (+)-vincadifformine. CC[C@@]12CCCN3[C@@H]1[C@@]4(CC3)C5=CC=CC=C5NC4=C(C2)C(=O)OC